CC1=CC=CC=2N=CNC21 4-methyl-benzo[d]imidazole